O[C@@H]1C[C@H](N(CC1)C(=O)OCCCC)C butyl (2R,4S)-4-hydroxy-2-methylpiperidine-1-carboxylate